tert-Butyl rac-(3S)-6-(3-fluorophenyl)-3-methyl-3,4-dihydro-2H-pyridine-1-carboxylate tert-Butyl-rac-(3S)-3-methyl-6-(trifluoromethylsulfonyloxy)-3,4-dihydro-2H-pyridine-1-carboxylate C(C)(C)(C)OC(=O)N1C[C@H](CC=C1OS(=O)(=O)C(F)(F)F)C.FC=1C=C(C=CC1)C1=CC[C@@H](CN1C(=O)OC(C)(C)C)C |r|